O-propargylguanosine-3'-phosphate P(=O)(O)(O)O[C@H]1[C@H]([C@@H](O[C@@H]1CO)N1C=NC=2C(=O)NC(N)=NC12)OCC#C